N1N=CN=C1[C@@H]1CN(CC1)C(=O)N1CC2(C1)CC(C2)NS(=O)(=O)C2=C(C=CC=C2)C(F)(F)F N-[2-[(3S)-3-(1H-1,2,4-Triazol-5-yl)pyrrolidine-1-carbonyl]-2-azaspiro[3.3]heptan-6-yl]-2-(trifluoromethyl)benzenesulfonamide